FC1CC=CCS(=O)(=O)O1 5-fluoro-2-pentene-1,5-sultone